N-[2-(1-methylpyrrolidin-2-yl)imidazo[1,2-a]pyridin-6-yl]-3H-imidazo[4,5-b]pyridine-5-carboxamide CN1C(CCC1)C=1N=C2N(C=C(C=C2)NC(=O)C2=CC=C3C(=N2)NC=N3)C1